perbromic acid, iodate salt I(=O)(=O)O.Br(=O)(=O)(=O)O